2-(3-fluoro-4-methoxyphenyl)-6-(1'-isopropyl-[1,4'-bipiperidin]-4-yl)-1,4-dimethyl-1H-benzo[d]imidazole FC=1C=C(C=CC1OC)C1=NC2=C(N1C)C=C(C=C2C)C2CCN(CC2)C2CCN(CC2)C(C)C